CC1=C(C2=C(N=N1)SC1=C2N=CN=C1N1C[C@@H](CC1)OC1=CC(=NC=C1)C)C 3,4-dimethyl-8-[(3R)-3-[(2-methyl-4-pyridinyl)oxy]pyrrolidin-1-yl]pyrimido[4',5':4,5]thieno[2,3-c]pyridazine